ClC1=C(C=C2C(=C(N(C2=C1F)C)C=1NC(=NN1)C(C)=O)N1C=NC=C1)OCC 1-(5-(6-chloro-5-ethoxy-7-fluoro-3-(1H-imidazol-1-yl)-1-methyl-1H-indol-2-yl)-4H-1,2,4-triazol-3-yl)ethan-1-one